C=12C(=CC=C3CC4=CC=CC=C4CC13)C2 methano-9,10-dihydroanthracen